[O-2].[Al+3].[Y+3].[O-2].[O-2] YTTRIUM-ALUMINIUM OXID